(3-Chloro-2,4-dimethyl-5,7-dihydro-6H-pyrrolo[3,4-b]pyridin-6-yl)(3-(1-methyl-1H-pyrazol-4-yl)azetidin-1-yl)methanone ClC=1C(=C2C(=NC1C)CN(C2)C(=O)N2CC(C2)C=2C=NN(C2)C)C